OC1=C(OC2=C1C=C(C=C2)C(F)(F)F)C(=O)OC methyl 3-hydroxy-5-(trifluoromethyl)benzofuran-2-carboxylate